C(C)(=O)OCC1(CC1)C1=CC(=C(C=C1OCC1=CC=CC=C1)CC(=O)O)F 2-[4-[1-(acetoxymethyl)cyclopropyl]-5-benzyloxy-2-fluoro-phenyl]acetic acid